7-chloro-N-[(1S)-2-[[(1S)-1-cyano-2-[(3S)-2-oxo-3-piperidyl]ethyl]amino]-1-(cyclopropylmethyl)-2-oxoethyl]-N-methyl-1H-benzimidazole-2-carboxamide ClC1=CC=CC2=C1NC(=N2)C(=O)N(C)[C@H](C(=O)N[C@@H](C[C@H]2C(NCCC2)=O)C#N)CC2CC2